[(2R,3S,4R,5R)-5-[6-[[(1S)-1-(4-fluoro-phenyl)ethyl]amino]-purin-9-yl]-3,4-dihydroxy-tetrahydro-furan-2-yl]methoxy-methylphosphonic acid FC1=CC=C(C=C1)[C@H](C)NC1=C2N=CN(C2=NC=N1)[C@H]1[C@@H]([C@@H]([C@H](O1)COCP(O)(O)=O)O)O